dihydro-8H-[1,3]thiazolo[5,4-e]indol S1CNC=2C1=C1CC=NC1=CC2